8-carbonyl-2,2,14,14-tetramethyl-pentadecanedinitrile C(=O)=C(CCCCCC(C#N)(C)C)CCCCCC(C#N)(C)C